5-bromo-6,7-dimethylquinoxalin-2(1H)-one BrC1=C2N=CC(NC2=CC(=C1C)C)=O